C(#N)/C(/C(=O)N1CCNCC1)=C\C1=CC(=C(C=C1)O)CO (E)-α-cyano-3-hydroxymethyl-4-hydroxycinnamoylpiperazine